Methyl 7-methoxy-2-{3-[(1r,3s)-3-methyl-1-(4-methyl-1,2,4-triazol-3-yl)cyclobutyl]phenyl}-1,3-benzoxazole-5-carboxylate COC1=CC(=CC=2N=C(OC21)C2=CC(=CC=C2)C2(CC(C2)C)C2=NN=CN2C)C(=O)OC